C(C(=C)C)(=O)SC(CSC=1SC(=NN1)SCCC)C 2-methacryloylthio-n-propylthio-5-n-propylthio-1,3,4-thiadiazole